FC1=C2C=NN(C2=CC(=C1)[C@]1(CC12CC2)C#N)C2=NC=NC(=C2)N2C1CC(C2)(C1)C(C)(C)O |o1:10| (R or S)-1-(4-fluoro-1-(6-(4-(2-hydroxypropan-2-yl)-2-azabicyclo[2.1.1]hexan-2-yl)pyrimidin-4-yl)-1H-indazol-6-yl)spiro[2.2]pentane-1-carbonitrile